tin tetrapyrrole N1C=CC=C1.N1C=CC=C1.N1C=CC=C1.N1C=CC=C1.[Sn]